2-((4-Chloropyrido[2,3-d]pyrimidin-2-yl)methyl)isoindoline-1,3-dione ClC=1C2=C(N=C(N1)CN1C(C3=CC=CC=C3C1=O)=O)N=CC=C2